1-(2-(((4-((3-methyl-4-((1-methylbenzimidazol-5-yl)oxy)phenyl)amino)pyrimidin-5-yl)oxy)methyl)pyrrolidin-1-yl)prop-2-en-1-one CC=1C=C(C=CC1OC1=CC2=C(N(C=N2)C)C=C1)NC1=NC=NC=C1OCC1N(CCC1)C(C=C)=O